4,6-dimethylfuro[3,2-c]pyridine-2-carbaldehyde CC1=NC(=CC2=C1C=C(O2)C=O)C